FC1=C(C=CC=C1)[C@@H]1CC=2C=NC(=NC2C2=C1C=CC=C2)NC2=CC(=CC=C2)CCNCCOC (R)-6-(2-fluorophenyl)-N-(3-(2-((2-methoxyethyl)amino)ethyl)phenyl)-5,6-dihydrobenzo[h]quinazolin-2-amine